3-bromo-N-methyl-4-[[4-(trifluoromethyl)phenyl]methylamino]benzenesulfonamide BrC=1C=C(C=CC1NCC1=CC=C(C=C1)C(F)(F)F)S(=O)(=O)NC